C(C=C)(=O)OCCOC(C=C)=O Ethylene Diacrylate